5-(hydroxymethyl)-5-methyldihydrofuran-2(3H)-one OCC1(CCC(O1)=O)C